O.OC1=CC=C(C=C1)C(=O)C=O 4-HYDROXYPHENYLGLYOXAL HYDRATE